[Cl-].[NH4+].C1(=CC=CC=C1)P(C1=CC=CC=C1)C1=CC=CC=C1.C1(=CC=CC=C1)P(C1=CC=CC=C1)C1=CC=CC=C1 bis-(triphenylphosphine) ammonium chloride